NC([C@H](C1CC1)NC(OCC1=CC=CC=C1)=O)=O Benzyl (S)-(2-amino-1-cyclopropyl-2-oxoethyl)carbamate